(5'S,7a'R)-5'-phenyl-3-[3-(trifluoromethyl)phenoxy]tetrahydro-3'H-spiro[cyclobutane-1,2'-pyrrolo[2,1-b][1,3]oxazol]-3'-one C1(=CC=CC=C1)[C@@H]1CC[C@H]2OC3(C(N21)=O)CC(C3)OC3=CC(=CC=C3)C(F)(F)F